[Sn].[Ca].[Ag].[Pb] lead-silver-calcium-tin